COC1=CC=C(C=C1)CNC(C)C N-[(4-methoxyphenyl)methyl]propan-2-amine